trans-4-((3-(2-Cyclopropylthiazol-5-yl)-phenyl)((trans-4-(4-methoxy-3-methyl-phenyl)cyclohexyl)-methyl)carbamoyl)-cyclohexyl (2-hydroxyethyl)carbamate OCCNC(O[C@@H]1CC[C@H](CC1)C(N(C[C@@H]1CC[C@H](CC1)C1=CC(=C(C=C1)OC)C)C1=CC(=CC=C1)C1=CN=C(S1)C1CC1)=O)=O